FC(OC[C@@H](CCCN1C=NC2=CC(=C(C=C2C1=O)F)C1=NC=C(C=N1)C(F)(F)F)NC=1C=NNC(C1C(F)(F)F)=O)F (R)-3-(5-(difluoromethoxy)-4-((6-oxo-5-(trifluoromethyl)-1,6-dihydropyridazin-4-yl)amino)pentyl)-6-fluoro-7-(5-(trifluoromethyl)pyrimidin-2-yl)quinazolin-4(3H)-one